pentadecane-2,3-diol CC(C(CCCCCCCCCCCC)O)O